ClC=1C=C(NC2(CCC3(C(CC4=CC=C(C=C34)OCCN3CCN(CC3)C)C3=CC(=CC=C3)OC3=CC=CC=C3)CC2)C(=O)O)C=CC1 (1r,4r)-4-(3-chloroanilino)-6'-[2-(4-methylpiperazin-1-yl)ethoxy]-2'-(3-phenoxyphenyl)-2',3'-dihydrospiro[cyclohexane-1,1'-indene]-4-carboxylic acid